FC(C(=O)[O-])(F)F.FC(C(=O)[O-])(F)F.CN1C(=NC(C=C1C)=CC=1SC2=C([N+]1C)C=CC=C2)CCCC[N+](C)(C)C 2-((1,6-dimethyl-2-(4-(trimethylammonio)butyl)pyrimidin-4(1H)-ylidene)methyl)-3-methylbenzo[d]thiazol-3-ium ditrifluoroacetate